2-[3,5-dichloro-4-[(4-hydroxy-3-phenyl-phenyl)methyl]-2-methyl-phenoxy]acetic acid ClC=1C(=C(OCC(=O)O)C=C(C1CC1=CC(=C(C=C1)O)C1=CC=CC=C1)Cl)C